3-sec-butyl-1,5-di-tert-butyl-4-hydroxy-pyrazole C(C)(CC)C1=NN(C(=C1O)C(C)(C)C)C(C)(C)C